N-((1R,2S)-2-Acrylamidocyclopentyl)-5-(2-methyl-4-(pyrimidin-2-yloxy)phenyl)-4-oxo-4,5-dihydro-3H-1-thia-3,5,8-triazaacenaphthylene-2-carboxamide C(C=C)(=O)N[C@@H]1[C@@H](CCC1)NC(=O)C=1SC=2N=CC=C3N(C(NC1C23)=O)C2=C(C=C(C=C2)OC2=NC=CC=N2)C